1-(4-(benzyloxy)-5-methoxy-2-nitrophenyl)ethanone methyl-2-(bromomethyl)-6-chloropyridine-4-carboxylate COC(=O)C1=CC(=NC(=C1)Cl)CBr.C(C1=CC=CC=C1)OC1=CC(=C(C=C1OC)C(C)=O)[N+](=O)[O-]